Cl.Cl.NCCCCCC(=O)NC1CCN(CC1)C(=O)NC=1C(=NC=CN1)C(=O)NC1CC2=CC=CC=C2C1 3-(4-(6-aminohexanamido)piperidine-1-carboxamido)-N-(2,3-dihydro-1H-inden-2-yl)pyrazine-2-carboxamide dihydrochloride